1-(tert-butyl)-3-(6-(tert-butyl)-10-chloro-9-(3-methoxypropoxy)-2-oxo-6,7-dihydro-2H-pyrido[2,1-a]isoquinolin-3-yl)urea C(C)(C)(C)NC(=O)NC=1C(C=C2N(C(CC3=CC(=C(C=C23)Cl)OCCCOC)C(C)(C)C)C1)=O